5-(cyclohexylmethyl)pyridin-2-amine C1(CCCCC1)CC=1C=CC(=NC1)N